C(C=C)(=O)OC(C(OC(NCCCCCCNC(OCCOC(C=C)=O)=O)=O)C)(C)C trimethyl-4,13-dioxo-3,14-dioxa-5,12-diazahexadecane-1,16-diol diacrylate